ClC=1C(=NC=CC1)CC1=C(N=C(O1)C=C)C(=O)N ((3-chloropyridin-2-yl)methyl)-2-vinyloxazole-4-carboxamide